1-((1-Methyl-1H-imidazol-4-yl)methyl)-3-(4-methylquinazolin-2-yl)guanidine CN1C=NC(=C1)CNC(=N)NC1=NC2=CC=CC=C2C(=N1)C